1-(4-fluorophenyl)-5-amino-1H-pyrazole-4-carboxylic acid ethyl ester C(C)OC(=O)C=1C=NN(C1N)C1=CC=C(C=C1)F